FC1=C(C=CC(=C1)F)C1=NC(=CC2=C1NC(C(N2)C)C)C2CC(OCC2)C=2C=CC(N(C2)C)=O 5-(4-(5-(2,4-difluorophenyl)-2,3-dimethyl-1,2,3,4-tetrahydropyrido[3,4-b]pyrazin-7-yl)tetrahydro-2H-pyran-2-yl)-1-methylpyridin-2(1H)-one